FC(C1=CC=C(N=N1)C1CN2[C@H](CO1)CN(CC2)C(=O)OC(C)(C)C)(F)F tert-butyl (9aS)-3-(6-(trifluoromethyl)pyridazin-3-yl)hexahydropyrazino[2,1-c][1,4]oxazine-8(1H)-carboxylate